6-(3-(1,3-Dimethyl-1H-pyrazol-4-yl)-7,8-dihydro-1,6-naphthyridin-6(5H)-yl)-5-methyl-N-(thiazol-5-ylmethyl)nicotinamide CN1N=C(C(=C1)C=1C=NC=2CCN(CC2C1)C1=NC=C(C(=O)NCC2=CN=CS2)C=C1C)C